3-(2-chlorophenyl)-4-(5-chloro-2-fluorophenyl)-5-neopentylpyrrolidine-2-carboxylic acid ClC1=C(C=CC=C1)C1C(NC(C1C1=C(C=CC(=C1)Cl)F)CC(C)(C)C)C(=O)O